6-chloro-5,7-difluoro-2,3,4,9-tetrahydro-1H-carbazole-1-carboxamide ClC=1C(=C2C=3CCCC(C3NC2=CC1F)C(=O)N)F